bis(tri-p-tolylphosphine) palladium (II) diacetate C(C)(=O)[O-].C(C)(=O)[O-].[Pd+2].C1(=CC=C(C=C1)P(C1=CC=C(C=C1)C)C1=CC=C(C=C1)C)C.C1(=CC=C(C=C1)P(C1=CC=C(C=C1)C)C1=CC=C(C=C1)C)C